NC1=NC=C(C2=C1C(=NN2)C#CC2=CC(=CC(=C2)OC)OC)C#N 4-amino-3-((3,5-dimethoxyphenyl)ethynyl)-1H-pyrazolo[4,3-c]pyridine-7-carbonitrile